N4-(4-(methylsulfonyl)phenyl)pyrimidine-2,4-diamine CS(=O)(=O)C1=CC=C(C=C1)NC1=NC(=NC=C1)N